FS(=O)(=O)[N-]S(=O)(=O)C(C(F)(F)F)(F)F N-(fluorosulfonyl)-N-(pentafluoroethylsulfonyl)amide